COC(=O)C1=CNC(=C1)CC=1C(=NC(=CC1)N1CC2C(C2C1)(F)F)C 5-[(6-{6,6-Difluoro-3-azabicyclo[3.1.0]hex-3-yl}-2-methylpyridin-3-yl)methyl]-1H-pyrrole-3-carboxylic acid methyl ester